3-amino-5-(4-fluorophenyl)-6-(3-methylimidazo[1,2-a]pyridin-6-yl)-N-((4-methylmorpholin-2-yl)methyl)pyrazine-2-carboxamide NC=1C(=NC(=C(N1)C1=CC=C(C=C1)F)C=1C=CC=2N(C1)C(=CN2)C)C(=O)NCC2CN(CCO2)C